3,4-dibenzyloxyindole C(C1=CC=CC=C1)OC1=CNC2=CC=CC(=C12)OCC1=CC=CC=C1